Cl.C[C@@H]1N([C@@H](CNC1)C)CC=1N=NC=CC1 3-[[(2S,6R)-2,6-dimethylpiperazin-1-yl]methyl]pyridazine hydrochloride